6-amino-2-[(2,2-difluorocyclopropyl)methyl]-4-methyl-7,8-dihydro-6H-pyrazolo[1,5-a][1,3]diazepin-5-one NC1C(N(C=2N(CC1)N=C(C2)CC2C(C2)(F)F)C)=O